9-(2,2-Dimethyl-propoxy)-2-((S)-1-[1,4]dioxan-2-ylmethoxy)-6,7-dihydro-pyrimido[6,1-a]isoquinolin-4-one CC(COC=1C=C2CCN3C(C2=CC1)=CC(=NC3=O)OC[C@H]3OCCOC3)(C)C